O=C1NC(CCC1N1C(C2=CC=CC(=C2C1)N(C1CCC(CC1)NC(OC(C)(C)C)=O)CCCC1COCCC1)=O)=O tert-butyl ((1r,4r)-4-((2-(2,6-dioxopiperidin-3-yl)-1-oxoisoindolin-4-yl)(3-(tetrahydro-2H-pyran-3-yl)propyl)amino)cyclohexyl)carbamate